Ethyl (Z)-2-chloro-2-(2-(2-methyl-6-nitrophenyl)hydrazineylidene)acetate Cl\C(\C(=O)OCC)=N/NC1=C(C=CC=C1[N+](=O)[O-])C